5-{4-amino-7-[3-(dimethylamino)prop-1-ynyl]-2-{4-[(2-fluoroacrylamino)]phenyl}-1-methylpyrrolo[3,2-c]pyridin-3-yl}-3-fluoro-N-(2,2,2-trifluoroethyl)pyridine-2-carboxamide NC1=NC=C(C2=C1C(=C(N2C)C2=CC=C(C=C2)NC(=O)C(=C)F)C=2C=C(C(=NC2)C(=O)NCC(F)(F)F)F)C#CCN(C)C